FC=1C=C(C=CC1OC1=CC=NC2=CC(=CN=C12)OC)NC(=O)C=1C(=NC(=C(C1O)C1=CC(=C(C=C1)OC)C)C)C N-[3-fluoro-4-[(7-methoxy-1,5-naphthyridin-4-yl)oxy]phenyl]-4-hydroxy-5-(4-methoxy-3-methylphenyl)-2,6-dimethylpyridine-3-carboxamide